(R)-2-(((2R,3S,4R,5R)-5-(2-chloro-6-(isopropylamino)-9H-purin-9-yl)-3-ethynyl-3,4-dihydroxytetrahydrofuran-2-yl)methoxy)-3-phenyl-2-(thiazol-4-yl)propionic acid ClC1=NC(=C2N=CN(C2=N1)[C@H]1[C@@H]([C@@]([C@H](O1)CO[C@](C(=O)O)(CC1=CC=CC=C1)C=1N=CSC1)(O)C#C)O)NC(C)C